ClC1=CC=C(S1)CNC1=CC(=NN1C(C(C)(C)C)=O)C1NCCN(C1)C(=O)N1CCOCC1 1-(5-[(5-chlorothiophen-2-yl)methyl]amino-3-[4-(morpholine-4-carbonyl)piperazin-2-yl]-1H-pyrazol-1-yl)-2,2-dimethylpropan-1-one